IC1=NC=CC(=N1)C1=NN(C(=C1)C(=O)OCC)C Ethyl 3-(2-iodopyrimidin-4-yl)-1-methyl-1H-pyrazole-5-carboxylate